(4-benzyloxy-6-chloro-2-methyl-3-pyridyl)-imino-methyl-oxo-λ6-sulfane C(C1=CC=CC=C1)OC1=C(C(=NC(=C1)Cl)C)S(=O)(C)=N